7-(diethylamino)-2-oxo-2H-chromone-3-carboxylic acid C(C)N(C1=CC=C2C(C(C(OC2=C1)=O)C(=O)O)=O)CC